1-(3-chloropyridin-2-yl)-4-(methyl-amino)-7-(trifluoromethyl)quinazolin-2(1H)-one ClC=1C(=NC=CC1)N1C(N=C(C2=CC=C(C=C12)C(F)(F)F)NC)=O